[Fe-4](C#N)(C#N)(C#N)(C#N)(C#N)C#N.[Co+2].[Co+2] cobalt(II) ferrocyanide